ClC=1C(=NC=CC1I)N(S(=O)(=O)CCC)COCC[Si](C)(C)C N-(3-chloro-4-iodopyridin-2-yl)-N-((2-(trimethylsilyl)ethoxy)methyl)propane-1-sulfonamide